ClC1=C(OC=2C=CC=3N(N2)C=NC(C3C3=C(C=CC=C3Cl)Cl)=O)C=CC=C1Cl 2-(2,3-dichlorophenoxy)-5-(2,6-dichlorophenyl)-6H-pyrimido[1,6-b]pyridazin-6-one